2-(4,4-difluoropiperidin-1-yl)-4-ethynyl-thiazole FC1(CCN(CC1)C=1SC=C(N1)C#C)F